4-amino-N-methyl-N-((1R)-1-(5-(trifluoromethyl)-2-pyridinyl)ethyl)-1,3-dihydrofuro[3,4-c][1,8]naphthyridine-8-carboxamide NC1=NC=2N=CC(=CC2C2=C1COC2)C(=O)N([C@H](C)C2=NC=C(C=C2)C(F)(F)F)C